NC=1C=2N(C=C(N1)C1=CC=NC=C1)C(=CN2)C=2C=C(C=CC2C)S(=O)(=O)N[C@@H]2CC[C@H](CC2)O 3-(8-Amino-6-pyridin-4-ylimidazo[1,2-a]pyrazin-3-yl)-N-(trans-4-hydroxycyclohexyl)-4-methylbenzenesulfonamide